(S)-1-(4-(2-(3,5-dichloro-4-((S)-3-chloro-2-hydroxypropoxy)phenyl)propan-2-yl)phenoxy)-3-(1H-imidazol-1-yl)propan-2-yl acetate C(C)(=O)O[C@H](COC1=CC=C(C=C1)C(C)(C)C1=CC(=C(C(=C1)Cl)OC[C@@H](CCl)O)Cl)CN1C=NC=C1